1,6-anhydro-2-azido-3-O-benzyl-2-deoxy-β-D-glucopyranose N(=[N+]=[N-])[C@H]1[C@H]2O[C@@H]([C@H]([C@@H]1OCC1=CC=CC=C1)O)CO2